methyl endo-6-oxo-bicyclo[2.2.1]heptane-2-carboxylate O=C1CC2CC(C1C2)C(=O)OC